N-[[6-[3-(2-chloro-4-fluoro-benzoyl)-3,8-diazabicyclo[3.2.1]octan-8-yl]-4-(3,3-difluoropyrrolidin-1-yl)sulfonyl-2-pyridyl]methyl]acetamide ClC1=C(C(=O)N2CC3CCC(C2)N3C3=CC(=CC(=N3)CNC(C)=O)S(=O)(=O)N3CC(CC3)(F)F)C=CC(=C1)F